(3S)-1-[(2R)-2-[4-(2-Chlorophenyl)-2-oxo-pyrano[2,3-b]pyridin-7-yl]oxypropanoyl]piperidin ClC1=C(C=CC=C1)C1=CC(OC2=NC(=CC=C21)O[C@@H](C(=O)N2CCCCC2)C)=O